C(C=C)(=O)OCC(COC(C=C)=O)(CC)COC(C=C)=O.NC1=C(C(=NN1C1CN(C1)C(C=C)=O)C#CC1=CC2=C(N(C=N2)CC)C=C1Cl)C(=O)N 5-amino-3-[2-(6-chloro-1-ethyl-1,3-benzodiazol-5-yl)ethynyl]-1-[1-(prop-2-enoyl)azetidin-3-yl]pyrazole-4-carboxamide 2,2-bis(prop-2-enoyloxymethyl)butyl-prop-2-enoate